C1N(CC12CCNCC2)CC2CCN(CC2)C=2C=CC=C1C(=NN(C21)C)C2C(NC(CC2)=O)=O 3-(7-(4-((2,7-diazaspiro[3.5]nonan-2-yl)methyl)piperidin-1-yl)-1-methyl-1H-indazol-3-yl)piperidine-2,6-dione